C(#N)C1=CC=C(C=C1)C1=CN=C2N1C=CC(=C2)C(=O)NCC2=NC1=C(N2C)C=CC=C1 3-(4-cyanophenyl)-N-[(1-methylbenzimidazol-2-yl)methyl]imidazo[1,2-a]pyridine-7-carboxamide